FC1=C(/C=C/S(=O)(C2=NC=C(C=C2)OC)=N)C=CC=C1 (E)-(2-fluorostyryl)(imino)(5-methoxypyridin-2-yl)-lambda6-sulfanone